CN1CCC2(C[C@@H]2C(=O)N[C@@H](CCCCCC(CC)=O)C=2NC(=CN2)C2=CC3=CN(N=C3C=C2)C)CC1 (S)-6-methyl-N-((S)-1-(5-(2-methyl-2H-indazol-5-yl)-1H-imidazol-2-yl)-7-oxononyl)-6-azaspiro[2.5]octane-1-carboxamide